ClC=1C=C(C(O)=CC1Cl)O 4,5-dichloropyrocatechol